1,2,3-triphenyl-2-buten-1-one C1(=CC=CC=C1)C(C(=C(C)C1=CC=CC=C1)C1=CC=CC=C1)=O